N=C1N(C2=NC(=NC=C2N1C)NC=1C(=CC=2N(C1)N=CN2)C)C2CCOCC2 8-imino-7-methyl-N-(7-methyl-[1,2,4]triazolo[1,5-a]pyridin-6-yl)-9-(tetrahydro-2H-pyran-4-yl)-8,9-dihydro-7H-purin-2-amine